(2S)-2-aminobutanamide hydrochloride Cl.N[C@H](C(=O)N)CC